NC1=C(N=C2N1C=CC=C2Br)C(=O)NCCO 3-amino-8-bromo-N-(2-hydroxyethyl)imidazo[1,2-a]pyridine-2-carboxamide